6-cyano-N-(3-fluorophenyl)-2-(1H-imidazol-1-yl)pyrimidine-4-carboxamide C(#N)C1=CC(=NC(=N1)N1C=NC=C1)C(=O)NC1=CC(=CC=C1)F